3-(2-methoxy-4-(3-(pyrrolidin-1-yl)propoxy)phenyl)-2-methyl-6-(pentafluorosulfanyl)quinazolin-4(3H)-one COC1=C(C=CC(=C1)OCCCN1CCCC1)N1C(=NC2=CC=C(C=C2C1=O)S(F)(F)(F)(F)F)C